N-(5-{[8-cyano-1-(2-methyloxan-4-yl)-1H-imidazo[4,5-c]quinolin-2-yl]methyl}pyridin-2-yl)methanesulfonamide C(#N)C1=CC=2C3=C(C=NC2C=C1)N=C(N3C3CC(OCC3)C)CC=3C=CC(=NC3)NS(=O)(=O)C